FC1=CC=C(C=C1)C1=C(N=CN1C)C=1C=C2CN(C(C2=CC1)=O)[C@H]1C(NC(CC1)=O)=O (R)-3-(5-(5-(4-Fluorophenyl)-1-methyl-1H-imidazol-4-yl)-1-oxoisoindolin-2-yl)piperidine-2,6-dione